N-(3,5-difluorophenyl)-2-(4,4-difluoropiperidin-1-yl)-6-methoxy-7-(3-(pyrrolidin-1-yl)propoxy)quinazolin-4-amine FC=1C=C(C=C(C1)F)NC1=NC(=NC2=CC(=C(C=C12)OC)OCCCN1CCCC1)N1CCC(CC1)(F)F